(S)-2-(3-(2-(3-methoxyazetidin-1-yl)ethyl)-4-methyl-6-oxopyridazine-1(6H)-yl)-4-methylpentanamide COC1CN(C1)CCC1=NN(C(C=C1C)=O)[C@H](C(=O)N)CC(C)C